(4R)-4-((tert-butyldimethylsilyl)oxy)-7-hydroxy-N-methoxy-N,2-dimethylheptanamide [Si](C)(C)(C(C)(C)C)O[C@@H](CC(C(=O)N(C)OC)C)CCCO